NC1=NC=CC(=C1C#CCC1CCN(CC1)C)OC1=C(C=C(C=C1)NC(=O)C=1C(N(C(NC1)=O)C1=CC=C(C=C1)F)=O)F N-(4-(2-amino-3-(3-(1-methylpiperidin-4-yl)prop-1-ynyl)pyridin-4-yloxy)-3-fluorophenyl)-3-(4-fluorophenyl)-2,4-dioxo-1,2,3,4-tetrahydropyrimidine-5-carboxamide